2-(2-ethyl-3H-1-benzofuran-2-yl)-4,5-dihydro-1H-imidazole C(C)C1(OC2=C(C1)C=CC=C2)C=2NCCN2